COC1=C(C=CC(=C1)N1CCOCC1)C1(N=C(C=2C(=N1)NNC2C2=NN(C=C2)C)NC2CCOCC2)N 6-(2-methoxy-4-morpholinophenyl)-3-(1-methyl-1H-pyrazol-3-yl)-N4-(tetrahydro-2H-pyran-4-yl)-1H-pyrazolo[3,4-d]pyrimidine-4,6-diamine